C(C)OC(=O)C=1OC2=C(C1C)C=C(C=C2)S(N(CCC2=CC=CC=C2)CC2=C(C=CC=C2)N2CCC1(CCN(C1)C(=O)OC(C)(C)C)CC2)(=O)=O 5-(N-(2-(2-(tert-Butoxycarbonyl)-2,8-diazaspiro[4.5]dec-8-yl)benzyl)-N-phenethylsulfamoyl)-3-methylbenzofuran-2-carboxylic acid ethyl ester